1,1'-bis(2-sulfoethyl)-4,4'-bipyridinium S(=O)(=O)(O)CC[N+]1=CC=C(C=C1)C1=CC=[N+](C=C1)CCS(=O)(=O)O